1-t-amylperoxy-3,3,5-trimethylcyclohexane C(C)(C)(CC)OOC1CC(CC(C1)C)(C)C